O-(2-methoxyethyl)thymidine COCCO[C@H]1C[C@@H](O[C@@H]1CO)N1C(=O)NC(=O)C(C)=C1